FC(C=1SC2=C(N1)C=CC=C2)(F)F 2-(trifluoromethyl)-benzothiazole